4-(((((9H-fluoren-9-yl)methoxy)carbonyl)(4-((4-((2-(Methylcarbamoyl)phenyl)amino)-5-(trifluoromethyl)pyrimidin-2-yl)amino)benzyl)amino)phenyl)pyrrolidine-1-carboxylate C1=CC=CC=2C3=CC=CC=C3C(C12)COC(=O)N(CC1=CC=C(C=C1)NC1=NC=C(C(=N1)NC1=C(C=CC=C1)C(NC)=O)C(F)(F)F)C1=C(C=CC=C1)C1CCN(C1)C(=O)[O-]